C1=CC=CC=2C3=CC=CC=C3N(C12)C=1C=CC=2N(C3=CC=C(C=C3C2C1)N1C2=CC=CC=C2C=2C=CC=CC12)C1=NC=C(C(=C1)C1=C(C(C#N)=CC=C1)C#N)N1C2=CC=C(C=C2C=2C=C(C=CC12)N1C2=CC=CC=C2C=2C=CC=CC12)N1C2=CC=CC=C2C=2C=CC=CC12 3-(2,5-di(9'H-[9,3':6',9''-tercarbazol]-9'-yl)pyridin-4-yl)phthalonitrile